BrC=1C=C(C(=O)N[C@@H](C)C2=NC=CN=C2C2=NC=C(C=C2)N=S(=O)(C)C)C=C(C1)C(F)(F)F (S)-3-bromo-N-(1-(3-(5-((dimethyl(oxo)-λ6-sulfaneylidene)amino)pyridin-2-yl)pyrazin-2-yl)ethyl)-5-(trifluoromethyl)benzamide